C(C)S(=O)(=O)OCCOS(=O)(=O)CC.[Na] sodium ethylene bis(ethyl-sulfonate)